Cl[Si]1(C[Si](CCC1)(CCC)CCC)CCC 1-chloro-1,3,3-tripropyl-1,3-disilacyclohexane